6-oxo-3-(trifluoromethyl)-6,7,7a,8,10,11-hexahydropyrazino[1,2-d]pyrido[3,2-b][1,4]Diazepine-9(5H)-carboxylate O=C1CC2N(C3=C(N1)C=C(C=N3)C(F)(F)F)CCN(C2)C(=O)[O-]